C(C)(C)(C)OC(=O)NCC(C(=O)O)C1=CC(=CC=C1)Cl 3-[(tert-butoxycarbonyl)amino]-2-(3-chlorophenyl)propionic acid